FC=1C=CC(=C(C(=O)NCC2=CC=C(C=C2)C2=C(C=3C(C(=N2)C2=CCC4(OCCO4)CC2)=CN(N3)CC3=CC=C(C=C3)OC)C(=O)N)C1)OC 6-(4-((5-fluoro-2-methoxybenzamido)methyl)phenyl)-2-(4-methoxybenzyl)-4-(1,4-dioxaspiro[4.5]dec-7-en-8-yl)-2H-pyrazolo[4,3-c]pyridine-7-carboxamide